3-(7-fluoro-2-(4-fluorophenyl)-5-methyl-1H-indol-3-yl)propionic acid FC=1C=C(C=C2C(=C(NC12)C1=CC=C(C=C1)F)CCC(=O)O)C